FC=1C=C(C(=NC1)C)N1CCC(CC1)C1=CC=2C(=NC=CN2)N(C1=O)CC1=NC=CN=C1C(F)(F)F 7-(1-(5-fluoro-2-methylpyridin-3-yl)piperidin-4-yl)-5-((3-(trifluoromethyl)pyrazin-2-yl)methyl)pyrido[2,3-b]pyrazin-6(5H)-one